(S)-2-(4-(2-acetyl-5-chlorophenyl)-3-methoxy-6-oxopyridazin-1(6H)-yl)-3-phenyl-N-(quinoxalin-6-yl)propionamide C(C)(=O)C1=C(C=C(C=C1)Cl)C=1C(=NN(C(C1)=O)[C@H](C(=O)NC=1C=C2N=CC=NC2=CC1)CC1=CC=CC=C1)OC